(4-(2,3-dihydrobenzo[b][1,4]dioxin-6-yl))-1H-indol O1C2=C(OCC1)C=C(C=C2)C2=C1C=CNC1=CC=C2